ClC1=C(C#N)C=CC(=C1)N1CC2(C[C@@H]1C)CCN(CC2)C2=CC=C(C=C2)C(=O)N2CCC(CC2)N2CC(C2)NC=2C=C1C(N(C(C1=CC2)=O)C2C(NC(CC2)=O)=O)=O 2-chloro-4-((3S)-8-(4-(4-(3-((2-(2,6-dioxopiperidin-3-yl)-1,3-dioxoisoindolin-5-yl)amino)azetidin-1-yl)piperidine-1-carbonyl)phenyl)-3-methyl-2,8-diazaspiro[4.5]decan-2-yl)benzonitrile